2-((3-Methoxy-1-methyl-1H-pyrazol-4-yl)amino)-5-methylpyrimidine COC1=NN(C=C1NC1=NC=C(C=N1)C)C